C1(=CC=CC=C1)NC1=CC=CC=C1.C1(=CC=CC=C1)C(F)(F)F benzotrifluoride-diphenyl-amine salt